COC(=O)C1=C(C=NC=C1)NCC1OCC2=C1C=CC(=C2)Br 3-{[(5-bromo-1,3-dihydro-2-benzofuran-1-yl)methyl]amino}pyridine-4-carboxylic acid methyl ester